F[C@@H]1C[C@H](N(C1)C(CN1C=NN=C1)=O)C(=O)N[C@@H](C1=CC=CC=C1)C1=CC(=C(C=C1)C(C)C)F (2S,4R)-4-fluoro-N-[(1S)-[3-fluoro-4-(propan-2-yl)phenyl](phenyl)methyl]-1-[2-(4H-1,2,4-triazol-4-yl)acetyl]pyrrolidine-2-carboxamide